isopropyl 2-[4-[[5-bromo-2-(3-chloro-2-pyridyl)pyrazole-3-carbonyl]amino]-3-carbamoyl-5-methyl-phenyl]-2,2-difluoro-acetat BrC=1C=C(N(N1)C1=NC=CC=C1Cl)C(=O)NC1=C(C=C(C=C1C)C(C(=O)OC(C)C)(F)F)C(N)=O